C(N)(=O)C=1N=C2C(=NC1)C(=NC(=C2)N2C[C@@H]1C([C@@H]1C2)CC(=O)O)N2[C@H](CC2)C 2-((1R,5S,6R)-3-(2-carbamoyl-5-((S)-2-methylazetidin-1-yl)pyrido[3,4-b]pyrazin-7-yl)-3-azabicyclo[3.1.0]hexane-6-yl)acetic acid